17-oxo-estra-1,3,5(10)-triene O=C1[C@]2(C)[C@@H](CC1)[C@@H]1CCC=3C=CC=CC3[C@H]1CC2